(15R)-5-(2,6-dichloro-4-pyridyl)-15-methyl-11-thia-6,14,17-triazatetracyclo[8.8.0.0^2,7.0^12,18]octadeca-1(10),2(7),3,5,8,12(18)-hexaen-13-one ClC1=NC(=CC(=C1)C=1C=CC=2C=3C=4NC[C@H](NC(C4SC3C=CC2N1)=O)C)Cl